2-[4-[8-[3-chloro-4-[4-[2-(3-methoxyazetidin-1-yl)ethyl]piperazine-1-carbonyl]anilino]imidazo[1,2-a]pyrazin-3-yl]-2,3-difluorophenoxy]acetonitrile ClC=1C=C(NC=2C=3N(C=CN2)C(=CN3)C3=C(C(=C(OCC#N)C=C3)F)F)C=CC1C(=O)N1CCN(CC1)CCN1CC(C1)OC